N1(CCC1)CC1(CC1)NC(C(C)(F)C1=CC(=CC=C1)Cl)=O N-(1-(azetidin-1-ylmethyl)cyclopropyl)-2-(3-chlorophenyl)-2-fluoropropanamide